OC(COC(C=C)=O)O di-hydroxyethylacrylate